O=C1NCC[C@@H]1CCC(=O)[O-] 3-((S)-2-oxopyrrolidin-3-yl)propanoate